tert-butyl ((8R,9aS)-2-((R)-1-((3,4-dichlorobenzyl)amino)-5-(hydroxyamino)-5-imino-1-oxopentan-2-yl)-1-oxo-5-phenethyloctahydro-1H-pyrrolo[1,2-a][1,4]diazepin-8-yl)carbamate ClC=1C=C(CNC([C@@H](CCC(=N)NO)N2C([C@H]3N(C(CC2)CCC2=CC=CC=C2)C[C@@H](C3)NC(OC(C)(C)C)=O)=O)=O)C=CC1Cl